(S)-4-(8-amino-3-(1-but-2-ynoylpiperidin-2-yl)imidazo[1,5-a]pyrazin-1-yl)-N-(5-ethylthiazol-2-yl)benzamide NC=1C=2N(C=CN1)C(=NC2C2=CC=C(C(=O)NC=1SC(=CN1)CC)C=C2)[C@H]2N(CCCC2)C(C#CC)=O